(R)-N-(2-methoxy-4-(4-((1-methylpiperidin-4-yl)amino)piperidin-1-yl)phenyl)-6-(3-phenylisoxazolidin-2-yl)pyrimidin-4-amine COC1=C(C=CC(=C1)N1CCC(CC1)NC1CCN(CC1)C)NC1=NC=NC(=C1)N1OCC[C@@H]1C1=CC=CC=C1